CN1N=NC2=C1C=CC(=C2C)C(C(C(=O)O)(C)C)C2=CC(=C(C=C2)C)CO 3-(1,4-dimethyl-1H-benzo[d][1,2,3]triazol-5-yl)-3-(3-(hydroxymethyl)-4-methylphenyl)-2,2-dimethylpropionic acid